ClC1=C(C=C(C(=C1)CN1CCNCC1)OC)C=1C2=C(C(N(C1)C)=O)N(N=C2)CC2=CC=C(C=C2)OC 4-(2-chloro-5-methoxy-4-(piperazin-1-ylmethyl)phenyl)-1-(4-methoxybenzyl)-6-methyl-1,6-dihydro-7H-pyrazolo[3,4-c]pyridin-7-one